C1=NC=CC2=CC=CC(=C12)C1=C(C=C(COCCC(=O)O)C=C1)OCCC1=CC=C(C=C1)C=1C=CC=C2C=CN=CC12 3-((4-(isoquinolin-8-yl)-3-(4-(isoquinolin-8-yl)phenethoxy)benzyl)oxy)propanoic acid